C(N)(OC(C(=O)NCC1=CC=C(C=C1)CSC1=NC(=C(C(=C1C#N)CC)C#N)N(C)C)C(C)(C)C)=O (tert-butyl 2-((4-(((3,5-dicyano-6-(dimethylamino)-4-ethylpyridin-2-yl) thio) methyl) benzyl) amino)-2-oxoethyl) carbamate